C1(=CC=CC=C1)S(=O)(=O)[C@@H]1CN(C[C@H]1OCC1=CC=C(C=C1)C(F)(F)F)C(C=C)=O ((3R,4R)-3-(phenylsulfonyl)-4-((4-(trifluoromethyl)benzyl)oxy)pyrrolidin-1-yl)prop-2-en-1-one